P(N)(N)N phosphorous triamide